4-(cyclopropylsulfonyl)-2-(4,4-dimethyl-1,4-azasilinan-1-yl)benzoic acid C1(CC1)S(=O)(=O)C1=CC(=C(C(=O)O)C=C1)N1CC[Si](CC1)(C)C